5-(5-(7-Ethyl-7H-imidazo[4,5-c]pyridazin-4-yl)-2-fluorophenyl)-4-methoxy-2,3-dihydrobenzo[b]thiophene 1,1-dioxide C(C)N1C=NC2=C1N=NC=C2C=2C=CC(=C(C2)C2=C(C1=C(S(CC1)(=O)=O)C=C2)OC)F